[Ta].[Ru].FC1=CC=C(C(=O)N[C@H]2C[C@H](CCC2)NC2=CC(=NC3=CC=CC=C23)C(F)(F)F)C=C1 4-fluoro-N-[(1r,3s)-3-{[2-(trifluoromethyl)quinolin-4-yl]amino}cyclohexyl]benzamide ruthenium tantalum